C(C1=CC=CC=C1)C(CCC(=O)O)=O 4-benzyl-4-oxobutanoic acid